C(#CCCCCCCCCCC)O Dodecynol